6,7-dihydroxyl-coumarin-3-carboxylic acid OC=1C=C2C=C(C(OC2=CC1O)=O)C(=O)O